N-((4s,6r)-1-(2,2-Difluoroethyl)-1-azaspiro[3.3]heptan-6-yl)-5-(quinoxalin-6-yl)pyrrolo[2,1-f][1,2,4]triazin-2-amine FC(CN1CCC12CC(C2)NC2=NN1C(C=N2)=C(C=C1)C=1C=C2N=CC=NC2=CC1)F